rac-trans-(3R,5S)-1-(7-(1-(1-methylpiperidin-4-yl)-1H-pyrazol-4-yl)quinazolin-4-yl)-5-phenylpyrrolidin-3-ol CN1CCC(CC1)N1N=CC(=C1)C1=CC=C2C(=NC=NC2=C1)N1C[C@@H](C[C@H]1C1=CC=CC=C1)O |r|